ClC=1C=CC(=C2C=NN(C(C12)=O)C)NC1CC2(CN(C2)C(=O)OC(C)(C)C)C1 tert-butyl 6-((8-chloro-2-methyl-1-oxo-1,2-dihydrophthalazin-5-yl)amino)-2-azaspiro[3.3]heptane-2-carboxylate